9H-fluoren-9-ylmethyl N-[(1S)-5-(tert-butoxycarbonylamino)-1-[[1-[(2R)-3-(tert-butoxycarbonylamino)-2-hydroxy-propyl]-3-hydroxyazetidin-3-yl]methylcarbamoyl]pentyl]carbamate C(C)(C)(C)OC(=O)NCCCC[C@@H](C(NCC1(CN(C1)C[C@@H](CNC(=O)OC(C)(C)C)O)O)=O)NC(OCC1C2=CC=CC=C2C=2C=CC=CC12)=O